C(C1=CC=CC=C1)N(C1=NC=2N(C=C1)C1=C(N2)C=CC=C1)CC1=CC=CC=C1 N,N-dibenzylbenzo[4,5]imidazo[1,2-a]pyrimidin-2-amine